C1(CCC1)C=1C(=NN(C1C1=C(C=CC=C1)F)C)NC(=O)[C@H]1C(C1)(F)F (S)-N-(4-cyclobutyl-5-(2-fluorophenyl)-1-methyl-1H-pyrazol-3-yl)-2,2-difluorocyclopropane-1-carboxamide